N2,N4-bis(4,4-difluorocyclohexyl)-6-(6-(trifluoromethyl)pyridin-2-yl)-1,3,5-triazine-2,4-diamine FC1(CCC(CC1)NC1=NC(=NC(=N1)NC1CCC(CC1)(F)F)C1=NC(=CC=C1)C(F)(F)F)F